ethyl 2-(2-((5-(2-(aminomethyl)-3-fluoropyridin-4-yl)benzo[1,2-b:3,4-b']difuran-3-yl)methoxy)phenyl)acetate NCC1=NC=CC(=C1F)C1=CC2=C(OC=C2COC2=C(C=CC=C2)CC(=O)OCC)C2=C1OC=C2